3-((2-(2,6-dioxopiperidin-3-yl)-1-oxoisoindolin-5-yl)oxy)propanal O=C1NC(CCC1N1C(C2=CC=C(C=C2C1)OCCC=O)=O)=O